FC1CC(CN(C1)CC1=CC=C(C=C1)OC)C=1C(=C2COC(C2=CC1)=O)C 5-(5-fluoro-1-(4-methoxybenzyl)piperidin-3-yl)-4-methyl-isobenzofuran-1(3H)-one